CON=C1CC2CNC1C2N 6-(methoxyimino)-2-azabicyclo[2.2.1]heptan-7-amine